3-methyl-2-(4,4,4-trifluorobutan-2-yl)benzo[4,5]imidazo[1,2-a]pyrimidin-4(10H)-one CC1=C(N=C2N(C1=O)C1=C(N2)C=CC=C1)C(C)CC(F)(F)F